glycerin triproPionate C(CC)(=O)OCC(OC(CC)=O)COC(CC)=O